C(C1=CC=CC=C1)OC1=NC(=CC=C1C1=NN(C2=CC(=CC=C12)C=1C(=NN(C1C)CC(=O)O)C)C)OCC1=CC=CC=C1 2-[4-[3-(2,6-dibenzyloxy-3-pyridyl)-1-methyl-indazol-6-yl]-3,5-dimethyl-pyrazol-1-yl]acetic acid